ClC=1C=C(C=CC1F)NC1=NC=NC2=CC(=C(C=C12)NC(\C=C\CN1CCC(CC1)NC(CCCNC1=C2CN(C(C2=CC=C1)=O)C1C(NC(CC1)=O)=O)=O)=O)OC (E)-N-(4-((3-chloro-4-fluorophenyl)amino)-7-methoxyquinazolin-6-yl)-4-(4-(4-((2-(2,6-dioxopiperidin-3-yl)-1-oxoisoindolin-4-yl)amino)butanamido)piperidin-1-yl)but-2-enamide